(7-chloro-6-fluoro-1-methyl-1,3,4,5-tetrahydro-2H-pyrido[4,3-b]indol-2-yl)(5-methoxypyrimidin-2-yl)methanone ClC=1C=CC=2C3=C(NC2C1F)CCN(C3C)C(=O)C3=NC=C(C=N3)OC